acetic acid 1-azabicyclo[3.2.2]Non-4-yl ester N12CCC(C(CC1)CC2)OC(C)=O